O1CC(CCC1)C=1N=C2N(N=CC=C2)C1C(N)=N (oxan-3-yl)imidazo[1,2-b]pyridazine-3-carboximidamide